(E)-N-(2-(4-(Difluoromethoxy)-2-hydroxy-5-methylbenzoyl)isoindolin-4-yl)-4-(dimethylamino)-N-methylbut-2-enamide FC(OC1=CC(=C(C(=O)N2CC3=CC=CC(=C3C2)N(C(\C=C\CN(C)C)=O)C)C=C1C)O)F